ClC1=C(C(=CC=C1Cl)O)C1CN2C(C(CC2C1)O)=O 6-(2,3-dichloro-6-hydroxyphenyl)-2-hydroxy-hexahydropyrrolizin-3-one